NC(=NC(C)=O)N1C(C(NC2=C(C1)C=CC=C2)=O)C(C)CC N-(amino(3-(sec-butyl)-2-oxo-1,2,3,5-tetrahydro-4H-benzo[1,4]diazepin-4-yl)methylene)acetamide